N1CC(C1)C1=CC=C(C=N1)NCC1(CC1)C(F)(F)F 6-(Azetidin-3-yl)-N-[[1-(trifluoro-methyl)cyclopropyl]methyl]pyridin-3-amine